C(C)(C=C)(CCC=C(C)C)CC(=O)O.C(C)(=O)O.C=CC(O)(C)CCC=C(C)C linalool acetate (LINALYL-ACETATE)